tert-butyl ((2R,3R)-3-(2-bromobenzyl)-4-((tert-butyldimethylsilyl)oxy)butan-2-yl)carbamate BrC1=C(C[C@H]([C@@H](C)NC(OC(C)(C)C)=O)CO[Si](C)(C)C(C)(C)C)C=CC=C1